(S)-3-(3-(2,4-difluorophenyl)imidazo[2,1-b]thiazole-6-carboxamido)-N,5-dimethyl-4-Oxo-2,3,4,5-tetrahydrobenzo[b][1,4]oxazepine-8-formamide FC1=C(C=CC(=C1)F)C=1N2C(SC1)=NC(=C2)C(=O)N[C@@H]2C(N(C1=C(OC2)C=C(C=C1)C(=O)NC)C)=O